C(=O)[C@@H]1N(C(OC1)(C)C)C(=O)OC(C)(C)C tert-Butyl (R)-4-formyl-2,2-dimethyloxazolidine-3-carboxylate